hydroxyl-amine hydrochloride Cl.ON